2-[(4-fluorophenoxy)methyl]-6,7-dihydro-thiazolo[5,4-c]pyridin-4(5H)-one FC1=CC=C(OCC=2SC=3C(NCCC3N2)=O)C=C1